NC=1C2=C(N=CN1)OC(=C2C2=CC=C(C=C2)OC2=NC(=CC=C2)C)C2=CC=C(C=C2)NC(C(=C)C)=O N-(4-(4-amino-5-(4-((6-methylpyridin-2-yl)oxy)phenyl)-furo[2,3-d]pyrimidin-6-yl)phenyl)methacrylamide